C(C1=CC=CC=C1)N1CC(OCC1)(F)F 4-benzyl-2,2-difluoro-morpholine